N-(3-(diethylamino)propyl)-2-(4-((2-hydroxyethyl)carbamoyl)phenyl)benzo[d]imidazo[2,1-b]thiazole-7-carboxamide C(C)N(CCCNC(=O)C1=CC2=C(N3C(S2)=NC(=C3)C3=CC=C(C=C3)C(NCCO)=O)C=C1)CC